C(C=C)OC(=O)C1=CC(=CC(=C1)C(=O)OCC=C)C(=O)OCC=C benzene-1,3,5-tricarboxylic acid triallyl ester